C1(CCCCC1)CC=1NC(=NN1)C(=O)NC1=NC=CC(=C1)C1=C(C=CC(=C1)OCCCC(CC)(O)CC)C(F)(F)F 5-(cyclohexylmethyl)-N-(4-(5-((4-ethyl-4-hydroxyhexyl)oxy)-2-(trifluoromethyl)phenyl)pyridin-2-yl)-4H-1,2,4-triazole-3-carboxamide